ClC=1C=NN(C1C(=O)NC1=NC=C(C=C1C)C#CC1=CC(=CC=C1)F)CC1CCN(CC1)C(=O)C1CC1 4-chloro-1-((1-(cyclopropanecarbonyl)piperidin-4-yl)methyl)-N-(5-((3-fluorophenyl)ethynyl)-3-methylpyridin-2-yl)-1H-pyrazole-5-carboxamide